ClC=1C=C(CC2C[C@H](NC2)C(=O)O)C=CC1Cl Gamma-(3,4-dichloro-benzyl)-proline